COC(OC)OC orthoformic acid trimethyl ester